CC1=CC=C(C=C1)S(=O)(=O)OCCOCCOCCOCCOCCOCCOCCOCCOCC(OC)OC 2-[2-[2-[2-[2-[2-[2-[2-(2,2-dimethoxyethoxy)ethoxy]ethoxy]ethoxy]ethoxy] ethoxy] ethoxy]ethoxy]ethyl 4-methylbenzenesulfonate